C(C)(C)N1N=NC2=C1C=C(C=C2)C=2C=CN1N=C(N=C(C12)OC)NC1CCC(CC1)(O)C (1r,4r)-4-((5-(1-Isopropyl-1H-benzo[d][1,2,3]triazol-6-yl)-4-methoxypyrrolo[2,1-f][1,2,4]triazin-2-yl)amino)-1-methylcyclohexan-1-ol